C(C)C=1N=C2N(C=C(C=C2)N2CCNCC2)C1N(C=1SC(=C(N1)C1=C(C#N)C=C(C=C1)F)C)C 2-{2-[(2-Ethyl-6-piperazin-1-yl-imidazo[1,2-a]pyridin-3-yl)-methyl-amino]-5-methyl-thiazol-4-yl}-5-fluoro-benzonitrile